C(C(C)(C)C)(=O)[O-].[Pd+2].C(C(C)(C)C)(=O)[O-] palladium(II) pivalate